FC(C(F)(F)F)(C1=NNC(=C1C(F)(F)F)C(=O)N)F 3-(pentafluoroethyl)-4-(trifluoromethyl)-1H-pyrazole-5-carboxamide